tert-butyl (R)-(1-(methoxy(methyl)amino)-1,4-dioxo-4-(tritylamino)butan-2-yl)carbamate CON(C([C@@H](CC(NC(C1=CC=CC=C1)(C1=CC=CC=C1)C1=CC=CC=C1)=O)NC(OC(C)(C)C)=O)=O)C